1-((2-bromo-4,5-dimethylbenzo[d]thiazol-6-yl)oxy)propan-2-ol tertiary butyl-methacrylate C(C)(C)(C)C=C(C(=O)OC(COC1=CC2=C(N=C(S2)Br)C(=C1C)C)C)C